FC=1C=C2C(=CC=NC2=CC1)C1CCC(CC1)C(C(CC#N)=O)C 4-((1S,4S)-4-(6-fluoroquinolin-4-yl)cyclohexyl)-3-oxopentanenitrile